2-(4-isopropylphenyl)epoxyethane C(C)(C)C1=CC=C(C=C1)C1CO1